3-amino-4-(7-fluoro-1H-indazol-4-yl)-6-[[(2R)-oxolan-2-yl]methoxy]-1H-1,7-phenanthrolin-2-one NC=1C(NC2=C3C=CC=NC3=C(C=C2C1C1=C2C=NNC2=C(C=C1)F)OC[C@@H]1OCCC1)=O